Tetrabutylammonium Bromide [Br-].C(CCC)[N+](CCCC)(CCCC)CCCC